pentadecyl melissate C(CCCCCCCCCCCCCCCCCCCCCCCCCCCCC)(=O)OCCCCCCCCCCCCCCC